CC1(OC2=C(C1)C=C(C(=C2)OCC2CCNCC2)NC(=O)C=2C=NN1C2N=CC=C1)C N-(2,2-dimethyl-6-(piperidin-4-ylmethoxy)-2,3-dihydrobenzofuran-5-yl)pyrazolo[1,5-a]pyrimidine-3-carboxamide